C1(CC1)C([C@@H](C(C=S(=O)(C)C)=O)NC(OCC1=CC=CC=C1)=O)C1CC1 Benzyl N-{(1S)-1-(dicyclopropylmethyl)-3-[dimethyl(oxo)-λ6-sulfanylidene]-2-oxo-propyl}carbamate